N-[(4-{[(4,4-difluorocyclohexyl)methyl]amino}-3-nitrophenyl)sulfonyl]-2-(1H-pyrrolo[2,3-b]pyridin-5-yloxy)benzamide FC1(CCC(CC1)CNC1=C(C=C(C=C1)S(=O)(=O)NC(C1=C(C=CC=C1)OC=1C=C2C(=NC1)NC=C2)=O)[N+](=O)[O-])F